4-(2-bromo-5-(3-(m-tolyl)-1H-pyrazol-1-yl)pyrazolo[1,5-a]pyrimidin-7-yl)morpholine BrC1=NN2C(N=C(C=C2N2CCOCC2)N2N=C(C=C2)C=2C=C(C=CC2)C)=C1